N-(4-(2-(((1r,4r)-4-aminocyclohexyl)amino)-quinazolin-6-yl)-2,5-difluoro-phenyl)-2-chloro-benzenesulfonamide NC1CCC(CC1)NC1=NC2=CC=C(C=C2C=N1)C1=CC(=C(C=C1F)NS(=O)(=O)C1=C(C=CC=C1)Cl)F